C(C)C1(CN2CCC1CC2)NC(=O)NC(C)(C)C2=CC=C(C=C2)C2=CC=C(C=C2)COCCOC 1-(3-Ethylquinuclidin-3-yl)-3-(2-(4'-((2-methoxyethoxy)methyl)-[1,1'-biphenyl]-4-yl)propan-2-yl)urea